C1(=CC=CC=C1)N1C2=CC=CC=C2C=2C=C(C=CC12)B(O)O N-phenylcarbazol-3-ylboronic acid